ClC=1C(=CC=C2N=CC(=NC12)C=1C(=NN(C1)C1CCN(CC1)C(=O)OC(C)(C)C)C)OC1=CC2=C(N=C(N2COCC[Si](C)(C)C)C)C=C1 tert-butyl 4-[4-[8-chloro-7-[2-methyl-3-(2-trimethylsilylethoxymethyl)benzimidazol-5-yl]oxy-quinoxalin-2-yl]-3-methyl-pyrazol-1-yl]piperidine-1-carboxylate